C(C)C=1N(C(=C(N1)C)C)C 2-ethyl-1,4,5-trimethyl-imidazole